C(#N)C=1C(=NN(C1NC)C1COCC1)C1=CC=C(C=C1)CNC(C1=C(C=CC=C1)OC)=O N-[[4-[4-Cyano-5-(methylamino)-1-tetrahydrofuran-3-yl-pyrazol-3-yl]phenyl]methyl]-2-methoxybenzamide